dimethoxyaminopropyl-silane CON(OC)CCC[SiH3]